CC1=CC=C(C=C1)S(=O)(=O)C(C(=NOS(=O)(=O)CC1=CC=CC=C1)C(=NO)C)S(=O)(=O)C1=CC=C(C)C=C1 bis(p-toluenesulfonyl)-α-toluenesulfonyl-dimethylglyoxime